NC1=NC=C(C=C1O[C@H](C)C=1C=C(C=CC1)NC(C1=CC(=CC(=C1)C(F)(F)F)S(=O)(=O)C)=O)C=1C=NN(C1)C (R)-N-(3-(1-((2-amino-5-(1-methyl-1H-pyrazol-4-yl)pyridin-3-yl)oxy)ethyl)phenyl)-3-(methylsulfonyl)-5-(trifluoromethyl)benzamide